(+/-)-3-phenylbutyraldehyde C1(=CC=CC=C1)[C@@H](CC=O)C |r|